7-bromo-6-methoxy-1-methylindole BrC=1C(=CC=C2C=CN(C12)C)OC